(3-((2-(5-(4-Fluoroisoindoline-2-carbonyl)-2-hydroxybenzoyl)isoindolin-5-yl)oxy)propyl)triphenylphosphonium hexafluorophosphate F[P-](F)(F)(F)(F)F.FC1=C2CN(CC2=CC=C1)C(=O)C=1C=CC(=C(C(=O)N2CC3=CC=C(C=C3C2)OCCC[P+](C2=CC=CC=C2)(C2=CC=CC=C2)C2=CC=CC=C2)C1)O